BrC1=CC=C(C=C1)C1=C(C(=CC(=N1)C1=CC=C(C(=O)OCC)C=C1)O)C#N Ethyl 4-(6-(4-bromophenyl)-5-cyano-4-hydroxypyridin-2-yl)benzoate